COC=1C=C2C=NNC(C2=CC1OC)=O 6,7-dimethoxy-phthalazin-1(2H)-one